ON1C(CCC2=CC=CC=C12)=O 1-hydroxy-3,4-dihydro-quinolin-2(1H)-one